(R)-5-[4-amino-2-(N-(2-amino-1-methyl-2-oxo-ethyl)-3,4-difluoro-anilino)thiazole-5-carbonyl]-N-cyclopentyl-isoxazole-3-carboxamide NC=1N=C(SC1C(=O)C1=CC(=NO1)C(=O)NC1CCCC1)N(C1=CC(=C(C=C1)F)F)[C@@H](C(=O)N)C